2-(1-(p-tolyl)cyclopropyl)-5,6,7,8-tetrahydropyrido[4,3-d]pyrimidin-4(3H)-one C1(=CC=C(C=C1)C1(CC1)C=1NC(C2=C(N1)CCNC2)=O)C